BrC=1C=C(C=2N(C1)C=C(N2)C21CC(C2)(C1)NC(OC(C)(C)C)=O)F tert-butyl N-[3-(6-bromo-8-fluoro-imidazo[1,2-a]pyridin-2-yl)-1-bicyclo[1.1.1]pentanyl]carbamate